CN1N=C(C2=C1CN(C2)C(=O)OC(C)(C)C)C tert-butyl 1,3-dimethyl-4,6-dihydropyrrolo[3,4-c]pyrazole-5-carboxylate